(1-(5-fluoro-2-(piperazin-1-yl)pyrimidin-4-yl)-5-methyl-1H-1,2,4-triazol-3-yl)methanol FC=1C(=NC(=NC1)N1CCNCC1)N1N=C(N=C1C)CO